tert-butyl 2-((((3R,5S)-1-(8-cyanoquinolin-5-yl)-5-methylpiperidin-3-yl) amino) methyl)-7,8-dihydro-5H-1,6-naphthyridine-6-carboxylate C(#N)C=1C=CC(=C2C=CC=NC12)N1C[C@@H](C[C@@H](C1)C)NCC1=NC=2CCN(CC2C=C1)C(=O)OC(C)(C)C